C(C)(C)(C)C1=NCC=C(C1)C1=C(C=C(C=C1)O)F tert-butyl-4-(2-fluoro-4-hydroxyphenyl)-3,6-dihydropyridine